2,2,2-Trifluoro-N-(2-((3R,4S)-4-hydroxy-3-(pyridin-2-ylmethyl)chroman-7-yl)phenyl)ethanesulfonamide FC(CS(=O)(=O)NC1=C(C=CC=C1)C1=CC=C2[C@H]([C@@H](COC2=C1)CC1=NC=CC=C1)O)(F)F